BrC1=CC(=C(C=C1)C(C#N)O[Si](C)(C)C)F 2-(4-bromo-2-fluorophenyl)-2-((trimethylsilyl)oxy)acetonitrile